(4s,5s)-5-((s)-5H-imidazo[5,1-a]isoindol-5-yl)-4,5,6,7-tetrahydrobenzo[c][1,2,5]oxadiazol-4-ol C=1N=CN2C1C1=CC=CC=C1[C@@H]2[C@H]2[C@@H](C=1C(=NON1)CC2)O